C(CCCCCCCCCCC)N1CCN(CC1)CC(CCO)O 4-(4-dodecyl-1-piperazinyl)-1,3-butanediol